CC(=CCC1=C(OCN(C(OC)=O)C2=CC=CC=C2)C=C(C=C1O)CCCCC)CCC=C(C)C methyl ((2-(3,7-dimethylocta-2,6-dien-1-yl)-3-hydroxy-5-pentylphenoxy)methyl)(phenyl)carbamate